C12N(CCOCC2C1)C=1C2=C(N=C(N1)OC[C@]13CCCN3C[C@@H](C1)F)C(=C(N=C2)C2=CC(=CC1=CC=C(C(=C21)C#C)F)O)F 4-(4-(5-oxa-2-azabicyclo[5.1.0]octan-2-yl)-8-fluoro-2-(((2R,7aS)-2-fluorotetrahydro-1H-pyrrolizin-7a(5H)-yl)methoxy)pyrido[4,3-d]pyrimidin-7-yl)-5-ethynyl-6-fluoronaphthalen-2-ol